1-((3s,5r)-1-propenyl-5-(fluoromethyl)pyrrolidin-3-yl)-3-((1-cyclopropyl-1H-benzo[d]imidazol-5-yl)ethynyl)-5-(methylamino)-1H-pyrazole-4-carboxamide C(=CC)N1C[C@H](C[C@@H]1CF)N1N=C(C(=C1NC)C(=O)N)C#CC1=CC2=C(N(C=N2)C2CC2)C=C1